ClC1=C(C=C2C=C(N=CC2=C1)NC(=O)[C@H]1[C@H]([C@@H]1C1=NC=CC=C1)CC)N1CCN(CC1)[C@@]1(COC[C@@H]1F)C (1S,2S,3S)-N-[7-chloro-6-[4-((3R,4R)-4-fluoro-3-methyl-tetrahydrofuran-3-yl)piperazin-1-yl]-3-isoquinolyl]-2-ethyl-3-(2-pyridyl)cyclopropanecarboxamide